4-heptene-1-ol C(CCC=CCC)O